(R)-5-methyl-4-((1S,6R)-5-((S)-2-phenyl-3-(piperazin-1-yl)propanoyl)-2,5-diazabicyclo[4.1.0]heptane-2-yl)-5,8-dihydropyrido[2,3-d]pyrimidin-7(6H)-one C[C@@H]1CC(NC=2N=CN=C(C21)N2[C@H]1C[C@H]1N(CC2)C([C@H](CN2CCNCC2)C2=CC=CC=C2)=O)=O